2-aminoanthranilic acid NC1(C(C(=O)O)C=CC=C1)N